(1-(3-Hydroxypropyl)piperidin-4-yl)((1S,5R)-8-(3-(trifluoromethoxy)phenyl)-1,3,4,5-tetrahydro-2H-1,5-methanobenzo[c]azepin-2-yl)methanone OCCCN1CCC(CC1)C(=O)N1[C@@H]2C3=C([C@H](CC1)C2)C=CC(=C3)C3=CC(=CC=C3)OC(F)(F)F